1,3-bis(2,6-diisopropylphenyl)imidazolium chloride salt [Cl-].C(C)(C)C1=C(C(=CC=C1)C(C)C)N1C=[N+](C=C1)C1=C(C=CC=C1C(C)C)C(C)C